C1(=CC=CC=C1)N1CCC2=C1N=C(N=C2N2CCOCC2)N2CCOCC2 4,4'-(7-phenyl-6,7-dihydro-5H-pyrrolo[2,3-d]pyrimidine-2,4-diyl)dimorpholine